4-(2-methyl-1H-benzo[d]imidazol-1-yl)thiophene-2-carboxamide CC1=NC2=C(N1C=1C=C(SC1)C(=O)N)C=CC=C2